C1([C@H](O)[C@H](O)[C@H](O1)CO)CC(=O)SCCNC(CCNC([C@@H](C(COP(OP(OC[C@@H]1[C@H]([C@H]([C@@H](O1)N1C=NC=2C(N)=NC=NC12)O)OP(=O)(O)O)(=O)O)(=O)O)(C)C)O)=O)=O ribosyl-acetyl-coa